C1(CC1)N1C(=NC(=C1)C(F)(F)F)C1=CC=C(C=C1)CN1C(C(=CC2=C1N=C(N=C2)C=2C(=NC=NC2OC)C2CC2)C2CCN(CC2)C(=O)OC(C)(C)C)=O tert-butyl 4-[8-({4-[1-cyclopropyl-4-(trifluoromethyl)imidazol-2-yl]phenyl}methyl)-2-(4-cyclopropyl-6-methoxypyrimidin-5-yl)-7-oxopyrido[2,3-d]pyrimidin-6-yl]piperidine-1-carboxylate